C(C)(C)(C)NC1=C2C(=C3C(=N1)C=C(S3)C=3CCN(CC3)C)N(C(=N2)CCCC)CC2CCN(CC2)C N-(tert-butyl)-2-butyl-7-(1-methyl-1,2,3,6-tetrahydropyridin-4-yl)-1-((1-methylpiperidin-4-yl)methyl)-1H-imidazo[4,5-d]thieno[3,2-b]pyridine-4-amine